4-((2-(2-isopropylphenyl)-8-oxo-7,8-dihydro-9H-purin-9-yl)methyl)-N-(2-(piperidin-1-yl)ethyl)benzamide C(C)(C)C1=C(C=CC=C1)C1=NC=C2NC(N(C2=N1)CC1=CC=C(C(=O)NCCN2CCCCC2)C=C1)=O